N1C(NC(C2=C1C=CN2)=O)=O pyrrolo[3,2-d]pyrimidine-2,4(3h,5h)-dione